COC(=O)C1N(CC=C1CC)S(=O)(=O)C1=CC=C(C)C=C1.ClCC(CS(=O)(=O)[O-])O.[Na+] sodium 3-chloro-2-hydroxypropyl-sulphonate methyl-3-ethyl-1-tosyl-2,5-dihydro-1H-pyrrole-2-carboxylate